4-(5-(3-chloro-5-(trifluoromethyl)phenyl)-5-(trifluoromethyl)-4,5-dihydroisoxazol-3-yl)-N-((Methoxyimino)methyl)-1-naphthylcarboxamide ClC=1C=C(C=C(C1)C(F)(F)F)C1(CC(=NO1)C1=CC=C(C2=CC=CC=C12)C(=O)NC=NOC)C(F)(F)F